2-(5-chloropyridin-3-yl)-2-methylpropanoic acid ClC=1C=C(C=NC1)C(C(=O)O)(C)C